N1C=NC(=C1)[C@@H](C)N1C(N=C(C2=CC=C(C=C12)C(F)(F)F)N1C[C@@H](CC1)O)=O |&1:5| (±)-1-(1-(1H-imidazol-4-yl)ethyl)-4-((R)-3-hydroxypyrrolidin-1-yl)-7-(trifluoromethyl)quinazolin-2(1H)-one